(R)-3-methyl-4-(3-(3-methyl-1H-pyrazol-5-yl)-7-(1-(methylsulfonyl)cyclopropyl)pyrazolo[1,5-a]pyrimidin-5-yl)morpholine C[C@H]1N(CCOC1)C1=NC=2N(C(=C1)C1(CC1)S(=O)(=O)C)N=CC2C2=CC(=NN2)C